potassium acetat C(C)(=O)[O-].[K+]